[I-].C(CCC)N1CN(C=C1)C 1-butyl-3-methyl-imidazole iodide salt